3-nitro-2-(1-(tetrahydropyran-2-yl)-1H-pyrazol-5-yl)-N-(tetrahydropyran-4-yl)pyridin-4-amine [N+](=O)([O-])C=1C(=NC=CC1NC1CCOCC1)C1=CC=NN1C1OCCCC1